C(C)(C)(C)C1=CC=C(C=C1)[C@H](C)NC(=O)C1=CC=C2C(=C(N(C2=C1)CC1CCC1)C)CC=1C=CC(=C(O[C@H](C(=O)OC)C)C1)Cl methyl (S)-2-(5-((6-(((S)-1-(4-(tert-butyl)phenyl)ethyl)carbamoyl)-1-(cyclobutylmethyl)-2-methyl-1H-indol-3-yl)methyl)-2-chlorophenoxy)propanoate